N-[(2R)-1,4-Dioxan-2-ylmethyl]-8-methyl-2-[(2-methylpyridin-3-yl)methyl]-4,5-dihydro-2H-furo[2,3-g]indazol-7-carboxamid O1[C@@H](COCC1)CNC(=O)C1=C(C2=C(CCC3=CN(N=C23)CC=2C(=NC=CC2)C)O1)C